N[C@@H]1CN(C[C@@H](C1)F)C1=NC(=NC2=CC=C(C=C12)C)N1CCS(C2=C(C1)C=CC=C2)=NC2CC2 4-(4-((3S,5R)-3-amino-5-fluoropiperidin-1-yl)-6-methylquinazolin-2-yl)-1-(cyclopropylimino)-2,3,4,5-tetrahydro-benzo[f][1,4]thiazepine